methyl-oxybutane ethyl-2-(4-bromo-10-chloro-1-oxo-[1,2,4]triazino[4,5-a]indol-2-yl)acetate C(C)OC(CN1N=C(N2C(=C(C=3C=CC=CC23)Cl)C1=O)Br)=O.COCCCC